iridium compound with triphenylphosphine C1(=CC=CC=C1)P(C1=CC=CC=C1)C1=CC=CC=C1.[Ir]